3-(hydroxymethyl)-4-(1-hydroxy-1-methyl-ethyl)benzonitrile OCC=1C=C(C#N)C=CC1C(C)(C)O